C(C)C(CO)CCCC.C(C)C(CO)CCCC.C(C)C(CO)CCCC.C(C)C(CO)CCCC.[Ti] titanium tetra(2-ethyl-hexanol)